FC1(CN(CC1OCCN1CCCCC1)C=1C2=C(N=CN1)SC(=C2)C=2C(=NC(=NC2)OC)OC)F 4-[3,3-difluoro-4-[2-(1-piperidinyl)ethoxy]pyrrolidin-1-yl]-6-(2,4-dimethoxypyrimidin-5-yl)thieno[2,3-d]pyrimidine